ClC1=NC(=CC(=N1)N1CC2(CCC2)CC1C(=O)OCC)Cl ethyl 6-(2,6-dichloropyrimidin-4-yl)-6-azaspiro[3.4]octane-7-carboxylate